benzophenone O-(1,1-diphenyl-ethyl) oxime C1(=CC=CC=C1)C(C)(C1=CC=CC=C1)ON=C(C1=CC=CC=C1)C1=CC=CC=C1